2-amino-6-(1,4-dimethyl-1H-1,2,3-triazol-5-yl)thiazolo[4,5-c]pyridin-7-nitrile hydrochloride Cl.NC=1SC2=C(C=NC(=C2C#N)C2=C(N=NN2C)C)N1